5-bromo-6-(3-methyl-1-butyn-1-yl)-1-((2-(trimethylsilyl)ethoxy)methyl)-1H-indazole BrC=1C=C2C=NN(C2=CC1C#CC(C)C)COCC[Si](C)(C)C